(R)-N-(isoquinolin-3-yl)-N-(piperidin-3-yl)-3-((pyridin-3-ylmethyl)amino)benzamide C1=NC(=CC2=CC=CC=C12)N(C(C1=CC(=CC=C1)NCC=1C=NC=CC1)=O)[C@H]1CNCCC1